N-(2-(1-(2-(4-(2-(2,6-dioxopiperidin-3-yl)-1,3-dioxoisoindolin-5-yl)piperazin-1-yl)ethyl)piperidin-4-yl)-7-methoxyimidazo[1,2-a]pyridin-6-yl)-6-(trifluoromethyl)pyridine-2-carboxamide O=C1NC(CCC1N1C(C2=CC=C(C=C2C1=O)N1CCN(CC1)CCN1CCC(CC1)C=1N=C2N(C=C(C(=C2)OC)NC(=O)C2=NC(=CC=C2)C(F)(F)F)C1)=O)=O